1,2-dimethylnaphtho[2,1-b]thiophene CC=1C2=C(SC1C)C=CC1=CC=CC=C12